COC(C1=CC=C2C3(CC(NC2=N1)C3)OCCN3CCOCC3)OC 7-(dimethoxymethyl)-4-(2-(morpholin-4-yl)ethoxy)-1,2,3,4-tetrahydro-2,4-methylene-1,8-naphthyridine